ClC/1=C(S\C(\C1=C/C)=C\C(=C)F)C(=O)NC1=CC=C(C=C1)C(\C=C\C1=CC=C(C=C1)N(C)CCO)=O (4E,5E)-3-Chloro-4-ethylidene-5-(2-fluoroprop-2-enylidene)-N-[4-[(E)-3-[4-[2-hydroxyethyl(methyl)amino]phenyl]prop-2-enoyl]phenyl]thiophene-2-carboxamide